dihydro-pyrene C1CC=C2C=CC3=CC=CC4=CC=C1C2=C34